4-acetylbenzenesulfonic acid pentafluorophenyl ester FC1=C(C(=C(C(=C1OS(=O)(=O)C1=CC=C(C=C1)C(C)=O)F)F)F)F